OC1=C(C(=CC(=C1)C)C)C1=CC=C(N=N1)N1CCN(C2(CCOC2)C1)C(=O)OC(C)(C)C tert-butyl 9-[6-(2-hydroxy-4,6-dimethyl-phenyl)pyridazin-3-yl]-2-oxa-6,9-diazaspiro[4.5]decane-6-carboxylate